CC1=NNC2=CC=C(C=C12)C1=CN=C2N1N=C(C=C2)N2CCN(CC2)S(=O)(=O)C 3-(3-methyl-1H-indazol-5-yl)-6-(4-(methylsulfonyl)piperazin-1-yl)imidazo[1,2-b]pyridazine